2-(((R)-1-(2-(((S)-1-cyclopropylethyl)amino)-3,7-dimethyl-4-oxo-4H-pyrido[1,2-a]pyrimidin-9-yl)ethyl)amino)benzoic acid C1(CC1)[C@H](C)NC=1N=C2N(C(C1C)=O)C=C(C=C2[C@@H](C)NC2=C(C(=O)O)C=CC=C2)C